3-DIMETHYLAMINO-2-ISOCYANOACRYLIC ACID METHYL ESTER COC(C(=CN(C)C)[N+]#[C-])=O